(S)-6-(2-(cyclopropanecarboxamido)benzo[d]thiazol-6-yl)-N-(1-(4-methoxyphenyl)ethyl)-2-methylquinazolin-4-carboxamide C1(CC1)C(=O)NC=1SC2=C(N1)C=CC(=C2)C=2C=C1C(=NC(=NC1=CC2)C)C(=O)N[C@@H](C)C2=CC=C(C=C2)OC